OC=1C2=C(N=CN1)CCN(C2)C(=O)OC(C)(C)C tert-butyl 4-hydroxy-7,8-dihydropyrido[4,3-d]pyrimidine-6(5H)-carboxylate